NC1=C(C(=NC=N1)NC=1SC2=C(N1)C1(NC2=O)CCCCC1)OC 2'-((6-amino-5-methoxypyrimidin-4-yl)amino)spiro[cyclohexane-1,4'-pyrrolo[3,4-d]thiazol]-6'(5'H)-one